4,4'-(9H-fluorene-9,9-diyl)diphthalic acid C1=CC=CC=2C3=CC=CC=C3C(C12)(C=1C=C(C(C(=O)O)=CC1)C(=O)O)C=1C=C(C(C(=O)O)=CC1)C(=O)O